NC1=NN2C(N=C(C=C2O)CCl)=N1 2-amino-5-(chloromethyl)-[1,2,4]triazolo[1,5-a]pyrimidin-7-ol